CC(C=O)C(C)C 2,3-dimethyl-butyraldehyde